(3S,7aS)-3-(((6-(difluoromethyl)pyrimidin-4-yl)oxy)methyl)tetrahydro-1H-pyrrolizin FC(C1=CC(=NC=N1)OC[C@@H]1CCC2=CCCN12)F